CC(C)(C)[Si](OC(C(=O)O)=C)(C)C 2-[[[(1,1-dimethylethyl)dimethylsilyl]]oxy]2-propenoic acid